2-ethylhexyl 3-((5-cyclobutyl-7-(3,3,4,4-tetrafluoropyrrolidin-1-yl)-5H-pyrrolo[3,2-d]pyrimidin-2-yl)thio)propionate 2-Ethylhexyl-3-mercaptopropionate C(C)C(COC(CCS)=O)CCCC.C1(CCC1)N1C=C(C=2N=C(N=CC21)SCCC(=O)OCC(CCCC)CC)N2CC(C(C2)(F)F)(F)F